COC1=C(C=CC=C1)S(=O)(=O)NC1=NOC2=C1CC1(C3=CC=C(C=C32)N3C(CCCC3)=O)CC1 2-Methoxy-N-(8'-(2-oxopiperidin-1-yl)-4'H-spiro[cyclopropane-1,5'-naphtho[2,1-d]isoxazol]-3'-yl)benzenesulfonamide